NC=1C=2N(C3=CC(=C(C=C3N1)F)C(=O)N(C)[C@@H]1COC3=C1C=CC(=C3)C#CC(C)(C)C#N)C=NC2 4-amino-N-[(3S)-6-(3-cyano-3-methyl-but-1-ynyl)-2,3-dihydrobenzofuran-3-yl]-7-fluoro-N-methyl-imidazo[1,5-a]quinoxaline-8-carboxamide